CCCCC1=CC2=CC=CC=C2O1 Butylbenzofuran